OC(CNC1CCCC(CCC1)O)C1=CC=CC=C1 5-[(2-Hydroxy-2-phenylethyl)amino]cyclooctanol